beta-d-gluco-2-heptulopyranosonamide C([C@]1(O)[C@H](O)[C@@H](O)[C@H](O)[C@H](O1)CO)(=O)N